copper dipropyldithiocarbamate salt C(CC)N(C([S-])=S)CCC.[Cu+2].C(CC)N(C([S-])=S)CCC